Phosphonium Nitrogen 5-((4-(4-chlorophenoxy)phenyl)amino)-2-methylisoindolin-1-one ClC1=CC=C(OC2=CC=C(C=C2)NC=2C=C3CN(C(C3=CC2)=O)C)C=C1.[N+3].[PH4+]